isobutyl-aluminum diethoxide [O-]CC.[O-]CC.C(C(C)C)[Al+2]